C(C)(C)(C)OC(N[C@@H]1C(N(C2=C(O[C@@H]1C)C=CC=N2)C)=O)=O (2R,3S)-2,5-dimethyl-4-oxo-2,3,4,5-tetrahydropyrido[3,2-b][1,4]oxazepin-3-ylcarbamic acid tert-butyl ester